5-amino-8-[2-(hydroxymethyl)-6-methyl-4-pyridinyl]-2-[(2-methoxy-3-pyridinyl)methyl]-7-phenyl-[1,2,4]triazolo[4,3-c]pyrimidin-3-one NC1=NC(=C(C=2N1C(N(N2)CC=2C(=NC=CC2)OC)=O)C2=CC(=NC(=C2)C)CO)C2=CC=CC=C2